2-Amino-N-{1-[8-chloro-5-(4-cyanopiperidin-1-yl)imidazo[1,5-a]pyridin-6-yl]ethyl}pyrazolo[1,5-a]pyrimidine-3-carboxamide trifluoroacetate salt FC(C(=O)O)(F)F.NC1=NN2C(N=CC=C2)=C1C(=O)NC(C)C=1C=C(C=2N(C1N1CCC(CC1)C#N)C=NC2)Cl